C(C)(C)(C)[Si](C)(C)Cl tert.Butyldimethylsilyl chloride